COC=1C=C2C=C(NC2=CC1)C(=O)N[C@H](C(N[C@H](C=C=O)C[C@H]1C(NCC1)=C=O)=C=O)CC1CCCCC1 5-Methoxy-N-{(S)-1-carbonyl-1-{{(S)-1-carbonyl-3-[(S)-2-carbonylpyrrolidin-3-yl]propan-2-yl}amino}-3-cyclohexylpropan-2-yl}-1H-indole-2-carboxamide